Ethyl 4-amino-8-(1,3-dimethylpyrazol-4-yl)-1-methyl-2-oxo-quinoline-3-carboxylate NC1=C(C(N(C2=C(C=CC=C12)C=1C(=NN(C1)C)C)C)=O)C(=O)OCC